CC1=CC=C(C=C1C)C1=CC=CC=C1 4,5-dimethyl-1,1'-biphenyl